rac-tert-butyl (4-(2-hydroxypropan-2-yl)-2-((1S*,2S*)-2-(4-methylpyrimidin-2-yl)cyclopropyl)quinolin-7-yl)carbamate OC(C)(C)C1=CC(=NC2=CC(=CC=C12)NC(OC(C)(C)C)=O)[C@@H]1[C@H](C1)C1=NC=CC(=N1)C |r|